1-(2-(dimethylamino)-2-oxoethyl)-N,2-dimethyl-6-oxo-1,6-dihydropyridine-3-carboxamide CN(C(CN1C(=C(C=CC1=O)C(=O)NC)C)=O)C